8-(2,6-difluorophenyl)-N-(6-morpholinylpyridin-3-yl)pyrido[3,4-d]pyrimidin-2-amine FC1=C(C(=CC=C1)F)C1=NC=CC2=C1N=C(N=C2)NC=2C=NC(=CC2)N2CCOCC2